OC1CN(C1)C(=O)O[C@@H]1CC[C@H](CC1)C(N(C1=CC(=CC=C1)C=1C=NN(C1)C1CC1)C[C@@H]1CC[C@H](CC1)C1=CC(=C(C=C1)OC)C#N)=O trans-4-(((trans-4-(3-Cyano-4-methoxyphenyl)cyclohexyl)methyl)(3-(1-cyclopropyl-1H-pyrazol-4-yl)phenyl)carbamoyl)cyclohexyl 3-hydroxyazetidine-1-carboxylate